(2-amino-5-bromophenyl)methanol NC1=C(C=C(C=C1)Br)CO